[Cl-].C(#CC)OC[N+](CC1=CC=CC=C1)(CCCCCCCCCCCCCC)COC#CC di(propynyloxymethyl)tetradecylbenzyl-ammonium chloride